N[C@@H]1CN(CC1)C(=O)C=1SC(=CC1C)C1=CC(=C(C=C1)C1CCN(CC1)C(C)C)F (S)-(3-aminopyrrolidin-1-yl)(5-(3-fluoro-4-(1-isopropylpiperidin-4-yl)phenyl)-3-methylthiophen-2-yl)methanone